1,2,3,4-tetrahydroxy-5-oxocyclohexanecarboxylate OC1(C(C(C(C(C1)=O)O)O)O)C(=O)[O-]